6-(3-Methoxyphenyl)-N,N-diphenylpyridazin-3-amine COC=1C=C(C=CC1)C1=CC=C(N=N1)N(C1=CC=CC=C1)C1=CC=CC=C1